C(C)(C)(C)C=1N(C=CN1)CC1=C(C=C(C=C1)C=1C(=CC=C(C1)CC(C)C)S(=O)(=O)NC1=NC=C(C=N1)C)F 4'-((2-(Tert-butyl)-1H-imidazol-1-yl)methyl)-3'-fluoro-5-isobutyl-N-(5-methylpyrimidin-2-yl)-[1,1'-biphenyl]-2-sulphonamide